C1=CC=CC=2C3=CC=CC=C3C(=CC12)C=1C=C(C=C(C1)C=1C=NC=CC1)C1=NC(=NC(=N1)C1=CC=CC=C1)C1=CC=CC=C1.[Ga] gallium 2-[3-(9-phenanthryl)-5-(3-pyridyl)phenyl]-4,6-diphenyl-1,3,5-triazine